NC=1NC(C(=C(N1)N)NC(=O)NC=1C=CC(=NC1)C(=O)O)=O 5-{[(2,4-Diamino-6-oxo-1,6-dihydropyrimidin-5-yl)carbamoyl]amino}pyridine-2-carboxylic acid